(S)-N-(3-(1-((2-ethyl-2H-pyrazolo[3,4-b]pyrazin-6-yl)amino)ethyl)phenyl)-5-(2-fluoropropan-2-yl)nicotinamide C(C)N1N=C2N=C(C=NC2=C1)N[C@@H](C)C=1C=C(C=CC1)NC(C1=CN=CC(=C1)C(C)(C)F)=O